2-(tert-Butoxycarbonylamino)-5-oxo-4-phenyl-hexanoic acid methyl ester COC(C(CC(C(C)=O)C1=CC=CC=C1)NC(=O)OC(C)(C)C)=O